7,8-dihydronaphthalene-2-carboxylic acid methyl ester COC(=O)C1=CC=2CCC=CC2C=C1